COC1=CC=C(C=C1)N1C=2C=CC=CC2N(C2=CC=CC=C12)C1=CC=C(C=C1)OC 5,10-bis(4-(methoxy)phenyl)-5,10-dihydro-phenazine